FC1=CC=C(C=C1)C1=C(N=C(S1)SC)C(=O)NC1=CC=C(OC2=CC(=NC=C2)C(=O)O)C=C1 4-(4-{[5-(4-Fluoro-phenyl)-2-methylthio-thiazole-4-carbonyl]-amino}-phenoxy)-pyridine-2-carboxylic acid